N[C@@H]1[C@H](CCC1)O (1s,2s)-2-aminocyclopentanol